CC1=CC=C(CC2=NCCC3=CC=CC=C23)C=C1 1-(4-methylbenzyl)-3,4-dihydroisoquinoline